C1(N=CN=C2C3=CC=CC=C3C=C12)=O 2,4-diazafluorenone